ClC(C=CF)(F)Cl 3,3-dichloro-1,3-difluoro-1-propene